BrC1=CC(=C2CN(C(C2=C1)=O)C1=CC(=CC=C1)[C@@H]1[C@@H](C1)C1=NN=CN1C)C(F)(F)F 6-bromo-2-(3-((1S,2R)-2-(4-methyl-4H-1,2,4-triazol-3-yl)cyclopropyl)phenyl)-4-(trifluoromethyl)isoindolin-1-one